2-((1-(6-Methyl-2-(2-methyl-2H-benzo[d][1,2,3]triazol-5-yl)-4-oxo-4H-chromen-8-yl)ethyl)amino)benzene CC=1C=C2C(C=C(OC2=C(C1)C(C)NC1=CC=CC=C1)C1=CC=2C(=NN(N2)C)C=C1)=O